ClC=1C(=C(C(=CC1)OC)C1=CC(=NC=C1C(=O)NC=1SC(=NN1)C(CCC)(F)F)C)F 4-(3-Chloro-2-fluoro-6-methoxyphenyl)-N-(5-(1,1-difluorobutyl)-1,3,4-thiadiazol-2-yl)-6-methylnicotinamide